N-[(1S)-1-cyano-2-[(3S)-2-oxopyrrolidin-3-yl]ethyl]-3-cyclopropyl-2-(4-methyl-3-nitro-2-oxo-1-pyridyl)propanamide C(#N)[C@H](C[C@H]1C(NCC1)=O)NC(C(CC1CC1)N1C(C(=C(C=C1)C)[N+](=O)[O-])=O)=O